2-[3-(3-bromophenyl)ureido]-4-fluoro-N-(3-hydroxy-propyl)benzamide BrC=1C=C(C=CC1)NC(NC1=C(C(=O)NCCCO)C=CC(=C1)F)=O